CNC=1N=CC(=C2C=C(N=CC12)C1(CC1)C(=O)N)C=1OC2=C(N1)C=C(C=C2)OC2COCC2 (8-(methylamino)-5-(5-((tetrahydrofuran-3-yl)oxy)benzo[d]oxazol-2-yl)-2,7-naphthyridin-3-yl)cyclopropanecarboxamide